2-methyl-N-(1-(7-methyl-9-oxo-1,2,3,9-tetrahydropyrrolo[2,1-b]quinazolin-5-yl)ethylidene)propane-2-sulfinamide CC(C)(C)S(=O)N=C(C)C1=CC(=CC=2C(N3C(=NC12)CCC3)=O)C